C(C)(=O)C1=C(C=C(C(=C1F)C=1C=NN(C1)C)F)NC(C1=C(C=CC(=C1)C#N)Cl)=O N-[2-acetyl-3,5-difluoro-4-(1-methylpyrazol-4-yl)phenyl]-2-chloro-5-cyano-benzamide